(((3-(4,4-bis(ethoxymethyl) cyclohex-1-en-1-yl)-1-(tetrahydro-2H-pyran-2-yl)-1H-pyrazol-4-yl) methyl) (methyl) amino) azetidine-1-carboxylate N1(CCC1)C(=O)ON(C)CC=1C(=NN(C1)C1OCCCC1)C1=CCC(CC1)(COCC)COCC